N-(3-(chloromethyl)phenyl)-2-(2-chlorophenyl)acetamide ClCC=1C=C(C=CC1)NC(CC1=C(C=CC=C1)Cl)=O